C(C)(C)(C)[Si](C)(C)OCC1=C(C=CC(=C1)I)F tert-butyl((2-fluoro-5-iodobenzyl)oxy)dimethylsilane